O.O.S(=O)(=O)([O-])[O-].[Os+4].[Na+] sodium osmium sulfate dihydrate